4-ethoxymethoxy-1-naphthyltetrahydrothiophenium triflate [O-]S(=O)(=O)C(F)(F)F.C(C)OCOC1=CC=C(C2=CC=CC=C12)[S+]1CCCC1